1,2,5-selenadiazole [Se]1N=CC=N1